N1C(=CC=C1)CCCCCCCCS 8-(1H-Pyrrol-2-yl)octane-1-thiol